ClC=1C(NC(C1N1CC=2N(CC1)C(=CN2)CC2=C(C=C(C=C2)F)C(F)(F)F)=O)=O 3-chloro-4-(3-(4-fluoro-2-(trifluoromethyl)benzyl)-5,6-dihydroimidazo[1,2-a]pyrazin-7(8H)-yl)-1H-pyrrole-2,5-dione